4-[(2S,5R)-5-methyl-2-piperidyl]-N-(2,2,2-trifluoroethyl)aniline tert-butyl-4-cyano-2-(2-methyl-7-nitroquinolin-3-yl)butanoate C(C)(C)(C)OC(C(CCC#N)C=1C(=NC2=CC(=CC=C2C1)[N+](=O)[O-])C)=O.C[C@@H]1CC[C@H](NC1)C1=CC=C(NCC(F)(F)F)C=C1